2-oxoethyl 2-acetoxybenzoate C(C)(=O)OC1=C(C(=O)OCC=O)C=CC=C1